1,1-di(hydroxymethyl)cycloheptane OCC1(CCCCCC1)CO